Propylenglycol dicaprylat C(CCCCCCC)(=O)OCC(C)OC(CCCCCCC)=O